C(C)(C)(C)C=1C=C(C=C(C1O)C(C)(C)C)C(C(=O)OCC)C.C(C)(C)(C)C=1C=C(C=C(C1O)C(C)(C)C)C(C(=O)OCC)C diethyl bis[[3,5-di-tert-butyl-4-hydroxyphenyl] propionate]